potassium hydrogen persulfate salt S(=O)(=O)(O)OOS(=O)(=O)[O-].[K+]